C1(CC1)C=1N=CN(C1)C1=CC(=NC=C1N1CCOCC1)C(=O)O 4-(4-cyclopropyl-1H-imidazol-1-yl)-5-morpholinopicolinic acid